C(#N)[C@@H]1CN(C[C@@H]1OC)C1=CC(=NC(=C1)S(=O)(=O)C)NC1=CC(=NC=C1C1=CC=C2C(=N1)OCC(O2)(C)C)NC(C)=O N-(4-((4-(cis-3-cyano-4-methoxypyrrolidin-1-yl)-6-(methylsulfonyl)pyridin-2-yl)amino)-5-(2,2-dimethyl-2,3-dihydro-[1,4]dioxino[2,3-b]pyridin-6-yl)pyridin-2-yl)acetamide